2-(6-amino-5-(3-phenylpiperidin-1-yl)pyridazin-3-yl)phenol NC1=C(C=C(N=N1)C1=C(C=CC=C1)O)N1CC(CCC1)C1=CC=CC=C1